N1-(3-(1H-pyrazol-4-yl)quinoxalin-6-yl)-N2-isopropyl-N1-phenylethane-1,2-diamine N1N=CC(=C1)C=1C=NC2=CC=C(C=C2N1)N(CCNC(C)C)C1=CC=CC=C1